IN(N)CCC1=CC=CC=C1 iodophenethylhydrazine